C(C)(=O)OCCC1=C(C=CC=C1S(=O)(=O)Cl)Br 2-bromo-6-(chlorosulfonyl)phenethyl acetate